C1(CCCCC1)C1=NN2C(N(C3=C(C2=O)CN(C3=O)C(C)C)CC(=O)NC=3SC(=CN3)C)=C1 2-(2-cyclohexyl-6-isopropyl-5,8-dioxo-5,6,7,8-tetrahydro-4H-pyrazolo[1,5-a]pyrrolo[3,4-d]pyrimidin-4-yl)-N-(5-methylthiazol-2-yl)acetamide